O=C1N([C@@H]2C(=C[C@H]1C2)C(F)(F)F)C(=O)OC(C)(C)C tert-Butyl (1S,4R)-3-oxo-6-(trifluoromethyl)-2-azabicyclo[2.2.1]hept-5-ene-2-carboxylate